C(CCC)C=1N(C(=C(C(N1)=O)CC1=CC(=CC=C1)C1=C(C=NC=C1)C)O)[C@@H](CC)C1=CC(=CC(=C1)F)F 2-butyl-1-[(1S)-1-(3,5-difluorophenyl)propyl]-6-hydroxy-5-{[3-(3-methylpyridin-4-yl)phenyl]methyl}-1,4-dihydropyrimidin-4-one